N1,N4-bis(2-chloro-4-fluorophenyl)-2-((3-((dimethylamino)methyl)oxetan-3-yl)methoxy)-5-fluorobenzene-1,4-diamine ClC1=C(C=CC(=C1)F)NC1=C(C=C(C(=C1)F)NC1=C(C=C(C=C1)F)Cl)OCC1(COC1)CN(C)C